1-(2-bromothiazol-4-yl)hexane-1,4-dione BrC=1SC=C(N1)C(CCC(CC)=O)=O